C1(=CC(=CC=C1)CC1N(CC2(CN(C2)CC(F)(F)F)C1NS(=O)(=O)C)C(C(C)C)=O)C1=CC=CC=C1 N-(7-([1,1'-biphenyl]-3-ylmethyl)-6-isobutyryl-2-(2,2,2-trifluoroethyl)-2,6-diazaspiro[3.4]octan-8-yl)methanesulfonamide